2-[(5,6-diphenyl-1,2,4-triazin-3-yl)sulfanyl]-1-pyrrolidin-1-yl-propan-1-one C1(=CC=CC=C1)C=1N=C(N=NC1C1=CC=CC=C1)SC(C(=O)N1CCCC1)C